2,6-dimethyl-naphthalenedicarboxylic acid dimethyl ester COC(=O)C1C(C=CC2=CC(=CC=C12)C)(C(=O)OC)C